Cl.O[C@@H]1C[C@H](N(C1)C([C@H](C(C)C)C1=CC(=NO1)N1C[C@H](NCC1)C)=O)C(=O)N[C@@H](C)C1=CC=C(C=C1)C1=C(N=CS1)C (2S,4R)-4-hydroxy-1-[(2R)-3-methyl-2-[3-[(3R)-3-methylpiperazin-1-yl]isoxazol-5-yl]butanoyl]-N-[(1S)-1-[4-(4-methylthiazol-5-yl)phenyl]ethyl]pyrrolidine-2-carboxamide hydrochloride